ClC=1C=C(C=C(C1OC=1C=C2C(=CC(=NC2=CC1)C1=CC=NC=C1)C)Cl)N1N=C(C(NC1=O)=O)C#N 2-(3,5-dichloro-4-((2-(pyridin-4-yl)-4-methylquinolin-6-yl)oxy)phenyl)-3,5-dioxo-2,3,4,5-tetrahydro-1,2,4-triazine-6-carbonitrile